(R)-tert-butyl 5-amino-4-(5-(4-(dimethoxymethyl)piperidin-1-yl)-6-fluoro-1,3-dioxoisoindolin-2-yl)-5-oxopentanoate NC([C@@H](CCC(=O)OC(C)(C)C)N1C(C2=CC(=C(C=C2C1=O)N1CCC(CC1)C(OC)OC)F)=O)=O